[13C](C)(=O)O [1-13C]acetic acid